ClC=1C(=CC(=C(C1)S1CC(CN2C(N=C(C3=CC(=CC1=C23)C(F)(F)F)N2CCNCC2)=O)OC)F)F 1-(5-chloro-2,4-difluorophenyl)-3-methoxy-8-(piperazin-1-yl)-10-(trifluoromethyl)-3,4-dihydro-2H,6H-[1,4]thiazepino[2,3,4-ij]quinazolin-6-one